α,α'-bis(4-hydroxy-3,5-dimethyl-phenyl)-1,4-diisopropylbenzene OC1=C(C=C(C=C1C)C(C)(C)C1=CC=C(C=C1)C(C)(C)C1=CC(=C(C(=C1)C)O)C)C